C(#N)CC1=C(C(=O)O)C=CC=C1I.IC=1C=C(C(=O)OCC#N)C=CC1 Cyanomethyl 3-iodobenzoate (cyanomethyl 3-iodobenzoate)